(R)-3-(1'-oxo-5',7'-dihydro-1'H-spiro[azetidine-3,6'-cyclopenta[f]isoindol]-2'(3'H)-yl)piperidine-2,6-dione O=C1N(CC=2C=C3C(=CC12)CC1(C3)CNC1)[C@H]1C(NC(CC1)=O)=O